4-((3-(3-cyano-1-((1R,2S)-2-methoxycyclohexyl)-1H-pyrazol-4-yl)-2-methoxyphenyl)amino)-6-(cyclopropanecarboxamido)pyridazine-3-carboxamide C(#N)C1=NN(C=C1C=1C(=C(C=CC1)NC1=C(N=NC(=C1)NC(=O)C1CC1)C(=O)N)OC)[C@H]1[C@H](CCCC1)OC